2-(bromomethyl)fumaric acid dimethyl ester COC(\C(=C\C(=O)OC)\CBr)=O